methyl 7-methyl-4-(((R)-2-methylmorpholino) methyl)-6,7-dihydro-5H-cyclopenta[b]pyridine-2-carboxylate CC1CCC=2C1=NC(=CC2CN2C[C@H](OCC2)C)C(=O)OC